COC(CC(CNC(=O)OCC1=CC=CC=C1)=O)=O benzyl [(1-methoxy-1,3-dioxo-but-4-yl)amino]carboxylate